(4-benzofuran-2-yl-phenyl)-(4-benzoxazol-2-yl-phenyl)-(4'-naphthalene-2-yl-biphenyl-4-yl)amine O1C(=CC2=C1C=CC=C2)C2=CC=C(C=C2)N(C2=CC=C(C=C2)C2=CC=C(C=C2)C2=CC1=CC=CC=C1C=C2)C2=CC=C(C=C2)C=2OC1=C(N2)C=CC=C1